ClC1=NC=C(C=C1NC(OC(C)(C)C)=O)F tert-butyl (2-chloro-5-fluoropyridin-3-yl)carbamate